Cl.CN1CCN(CC1)C1CCN(CC1)C(=O)Cl 4-(4-methylpiperazine-1-yl)piperidineformyl chloride hydrochloride